phenyl-boric acid lithium [Li].C1(=CC=CC=C1)OB(O)O